triammonium phosphate salt P(=O)([O-])([O-])[O-].[NH4+].[NH4+].[NH4+]